FC=1C=CC(N(C1)CC1=CC=C(CN2N=C(C(=C2)C(=O)O)COC)C=C1)=O 1-(4-((5-fluoro-2-oxopyridin-1(2H)-yl)methyl)benzyl)-3-(methoxymethyl)-1H-pyrazole-4-carboxylic acid